1-(2-chlorophenyl)ethylene glycol ClC1=C(C=CC=C1)C(CO)O